Cl.NC1=CN(C2=C1C(N(C=C2Cl)C([2H])([2H])[2H])=O)C 3-Amino-7-chloro-1-methyl-5-(methyl-d3)-1,5-dihydro-4H-pyrrolo[3,2-c]pyridin-4-one hydrochloride